CN(C=CC(C(=O)OCC)=O)C ethyl 4-(dimethylamino)-2-oxobut-3-enoate